3-Butylheptyl 8-((3-((2-(methylamino)-3,4-dioxocyclobut-1-en-1-yl)amino)propyl)(8-oxo-8-(undecan-6-yloxy)octyl)amino)octanoate CNC1=C(C(C1=O)=O)NCCCN(CCCCCCCC(=O)OCCC(CCCC)CCCC)CCCCCCCC(OC(CCCCC)CCCCC)=O